1-(2-iodo-4-methylphenyl)-N,N-dimethyl-piperidin-4-amine IC1=C(C=CC(=C1)C)N1CCC(CC1)N(C)C